C(C1=CC=CC=C1)N1CCC2(CC1)NC(CC1=CC(=C(C=C12)OC)OC)=O benzyl-6,7-dimethoxy-2H-spiro[isoquinoline-1,4'-piperidin]-3(4H)-one